5-(5,7-Dihydroxythiazolo(5,4-d)pyrimidine-2-yl)-2-phenoxybenzonitrile OC=1N=C(C2=C(N1)SC(=N2)C=2C=CC(=C(C#N)C2)OC2=CC=CC=C2)O